CC1=C(C=C(C=C1)COC1CN(C1)C(=O)N1C[C@@H]2[C@@H](OCC(N2)=O)CC1)C(F)(F)F (4aR,8aS)-6-[3-[[4-methyl-3-(trifluoromethyl)phenyl]methoxy]azetidine-1-carbonyl]-4,4a,5,7,8,8a-hexahydropyrido[4,3-b][1,4]oxazin-3-one